C(C)(C)(C)C(C(C(=O)OCC(COC(C(C(C1=CC=CC=C1)C(C)(C)C)(O)C(C)(C)C)=O)(COC(C(C(C1=CC=CC=C1)C(C)(C)C)(O)C(C)(C)C)=O)COC(C(C(C1=CC=CC=C1)C(C)(C)C)(O)C(C)(C)C)=O)(O)C(C)(C)C)C1=CC=CC=C1 pentaerythritol tetra(bis-T-butylhydroxy hydrocinnamate)